5-cyano-4-{5-fluoro-3-[(5-fluoropyridin-3-yl)methoxy]pyridin-2-yl}thiophene-2-carboxamide C(#N)C1=C(C=C(S1)C(=O)N)C1=NC=C(C=C1OCC=1C=NC=C(C1)F)F